6-bromo-3-[4-(trifluoromethyl)anilino]pyrazine-2-carbonitrile BrC1=CN=C(C(=N1)C#N)NC1=CC=C(C=C1)C(F)(F)F